(E)-11-(4-(3-(2-(2-acetamidoethyl)-5-ethoxy-4-methoxyphenyl)-3-oxoprop-1-en-1-yl)phenoxy)-N-(2-(2,6-dioxopiperidin-3-yl)-1,3-dioxoisoindolin-4-yl)undeca-7,9-diynamide C(C)(=O)NCCC1=C(C=C(C(=C1)OC)OCC)C(/C=C/C1=CC=C(OCC#CC#CCCCCCC(=O)NC2=C3C(N(C(C3=CC=C2)=O)C2C(NC(CC2)=O)=O)=O)C=C1)=O